methyl 2-oxo-2,10-dihydro-1H-spiro[benzo[6,7]oxepino[3,2-b]pyridine-11,1'-cyclopropane]-7-carboxylate O=C1C=CC2=C(N1)C1(CC1)CC1=C(O2)C=C(C=C1)C(=O)OC